tert-butyl-4-(6-chloropyridin-2-yl)piperidine C(C)(C)(C)N1CCC(CC1)C1=NC(=CC=C1)Cl